NC1=NC=NC=2N(C3=C(C=C(C=C3C21)C=2OC=CC2)C)CC(=O)OCCCC butyl 2-(4-amino-6-(furan-2-yl)-8-methyl-9H-pyrimido[4,5-b]indol-9-yl)acetate